[5-[[tert-butyl(diphenyl)silyl]oxymethyl]-4-(hydroxymethyl)-2-methyl-3-pyridyl]methanol [Si](C1=CC=CC=C1)(C1=CC=CC=C1)(C(C)(C)C)OCC=1C(=C(C(=NC1)C)CO)CO